2-[3-methylphenyl]ferrocene CC=1C=C(C=CC1)C=1[CH-]C=CC1.[CH-]1C=CC=C1.[Fe+2]